FC1=CC(=C(C=C1C(NC1=NC(=CC=C1)C(F)(F)F)=O)NC(=O)C1=CN=C(S1)C)C N-[4-fluoro-2-methyl-5-[[6-(trifluoromethyl)pyridin-2-yl]carbamoyl]phenyl]-2-methyl-1,3-thiazole-5-carboxamide